C[C@H]1CC[C@H](CN1)NC1=C2C(=NC=C1C(=O)OCC)NC=C2 ethyl 4-(((3R,6S)-6-methylpiperidin-3-yl) amino)-1H-pyrrolo[2,3-b]pyridine-5-carboxylate